C(#N)C(C(=O)N)C(C(C(=O)O)C#N)CC(C)C 2,4-dicyano-3-isobutylglutaric acid amide